5-(4-cyclohexylphenyl)-3-[3-(fluoromethyl)azetidine-1-carbonyl]-2-oxazol-2-yl-4H-pyrazolo[1,5-a]pyrimidin-7-one C1(CCCCC1)C1=CC=C(C=C1)C=1NC=2N(C(C1)=O)N=C(C2C(=O)N2CC(C2)CF)C=2OC=CN2